O=C1NC2=C(NC13CN(CC3)C#N)N=CC(=C2)C2=CC=CC=C2 2-oxo-7-phenyl-1,4-dihydro-2H-spiro[pyrido[2,3-b]pyrazine-3,3'-pyrrolidine]-1'-carbonitrile